CC(C)CCCC(C)CCCC(C)CCCC(C)C(=O)[O-] The molecule is a methyl-branched fatty acid anion that is the conjugate base of pristanic acid, obtained by deprotonation of the carboxy group; major species at pH 7.3. It is a methyl-branched fatty acid anion, a long-chain fatty acid anion and a 2-methyl fatty acid anion. It is a conjugate base of a pristanic acid.